[Re].[Cr] chromium-rhenium